(S,E)-2-((2-((6-oxo-5-(trifluoromethyl)-1-((2-(trimethylsilyl)ethoxy)methyl)-1,6-dihydropyridazin-4-yl)amino)propoxy)imino)propanoic Acid O=C1C(=C(C=NN1COCC[Si](C)(C)C)N[C@H](CO\N=C(\C(=O)O)/C)C)C(F)(F)F